P(=O)(O)(O)OC[C@@H]1[C@H]([C@H]([C@@](O1)(N1C=NC=2C(=O)N3C(NC=C3)=NC12)C1=CC2=CC=CC=C2C=C1)O)O 2-naphthyl-1,N2-ethenoguanosine-5'-monophosphate